[(3aR,6E,9S,9aR,10R,11aS)-6-[[bis(prop-2-enyl)amino]methylidene]-5-hydroxy-9-(methoxymethyl)-9a,11a-dimethyl-1,4,7-trioxo-2,3,3a,9,10,11-hexahydroindeno[4,5-h]isochromen-10-yl] acetate CC(=O)OC1CC2(C(CCC2=O)C3=C1C4(C(OC(=O)C(=CN(CC=C)CC=C)C4=C(C3=O)O)COC)C)C